OC=1C(=NC=C(C1C)C=1C=C2C=CC=NC2=CC1)C(=O)O 3-hydroxy-4-methyl-5-(6-quinolyl)pyridine-2-carboxylic acid